N1N=CC=C1C1=CC=C(C=C1)[C@H]1[C@@H](C1)NC1CCC(CC1)N N1-((trans)-2-(4-(1H-pyrazol-5-yl)phenyl)cyclopropyl)cyclohexane-1,4-diamine